The molecule is a member of the class of chalcones that is trans-chalcone substituted by methoxy groups at positions 2', 4 and 4' and hydroxy groups at positions 3' and 6'. It is a member of chalcones, a dimethoxybenzene and a member of hydroquinones. It derives from a trans-chalcone. COC1=CC=C(C=C1)/C=C/C(=O)C2=C(C(=C(C=C2O)OC)O)OC